CC=1N=C(C2=C(N1)OC=C2C(=O)NCC=2N=NC(=CC2)C)NC2(CC2)C methyl-4-[(1-methylcyclopropyl)amino]-N-[(6-methylpyridazin-3-yl)methyl]furo[2,3-d]pyrimidine-5-carboxamide